4-Chloro-3-(trifluoromethyl)benzamide ClC1=C(C=C(C(=O)N)C=C1)C(F)(F)F